(heptyloxy)propane C(CCCCCC)OCCC